N-[4-[(6,7-dimethoxy-1,5-naphthyridin-4-yl)oxy]-3-fluorophenyl]-7-(4-methylthiophen-2-yl)-8-oxo-3,4-dihydro-1H-pyrido[2,1-c][1,4]oxazine-9-carboxamide COC=1N=C2C(=CC=NC2=CC1OC)OC1=C(C=C(C=C1)NC(=O)C=1C(C(=CN2C1COCC2)C=2SC=C(C2)C)=O)F